CN1C(C2=C(C=CC(=C2C=N1)NC1CC2(CN(C2)C(=O)OC(C)(C)C)C1)C)=O tert-butyl 6-[(2,8-dimethyl-1-oxo-phthalazin-5-yl)amino]-2-azaspiro[3.3]heptane-2-carboxylate